3-[6-methyl-5-[2-methyl-2-(oxan-2-yloxy)propoxy]pyrazin-2-yl]-1-(oxan-2-yl)indazole-7-carbonitrile CC1=C(N=CC(=N1)C1=NN(C2=C(C=CC=C12)C#N)C1OCCCC1)OCC(C)(OC1OCCCC1)C